O1OC12CCCC(NCC2)=O dioxa-8-azaspiro[2.7]decan-7-one